3-fluoropyridinecarboxylate FC=1C(=NC=CC1)C(=O)[O-]